(R)-1-(1-acryloylpyrrolidin-3-yl)-4-amino-N-(benzo[d]oxazol-2-yl)-1H-pyrazolo[3,4-d]pyrimidine-3-carboxamide C(C=C)(=O)N1C[C@@H](CC1)N1N=C(C=2C1=NC=NC2N)C(=O)NC=2OC1=C(N2)C=CC=C1